2-[bis(2-hydroxyethyl)amino]ethanol cycloheptyl-(S)-6-diazo-2-((R)-2-methoxypropanamido)-5-oxohexanoate C1(CCCCCC1)[C@](C(=O)OCCN(CCO)CCO)(CCC(C=[N+]=[N-])=O)NC([C@@H](C)OC)=O